1-(3-(cyanomethyl)-1-(5-methyl-2-((3-methylisothiazol-5-yl)amino)pyrimidin-4-yl)azetidin-3-yl)-3-(2,2,2-trifluoroethyl)urea C(#N)CC1(CN(C1)C1=NC(=NC=C1C)NC1=CC(=NS1)C)NC(=O)NCC(F)(F)F